N[C@@H]1[C@@H](OCC12CCN(CC2)C=2C(=NC(=C(N2)C)SC2=C(C(=NC=C2)NC2COC2)Cl)CO)C {3-[(3S,4S)-4-amino-3-methyl-2-oxa-8-azaspiro[4.5]dec-8-yl]-6-({3-chloro-2-[(oxetan-3-yl)amino]pyridin-4-yl}mercapto)-5-methylpyrazin-2-yl}methanol